N[C@]1(CCC2=C(C(=CC=C12)Br)F)CO (S)-(1-amino-5-bromo-4-fluoro-2,3-dihydro-1H-inden-1-yl)methanol